N[C@H]1[C@@H]2N(C[C@H]1CC2)C(=O)C2=CC1=C(N(C(=N1)C1=CC=3C(=NC(=CC3)C3=CC=C(C=C3)O)N1CC1CC1)C)C(=C2)OC 4-(2-{5-[(1R,4R,7R)-7-amino-2-azabicyclo[2.2.1]heptane-2-carbonyl]-7-methoxy-1-methyl-1H-1,3-benzodiazol-2-yl}-1-(cyclopropylmethyl)-1H-pyrrolo[2,3-b]pyridin-6-yl)phenol